BrC1=C2CC(CC2=CC=C1OCCNS(=O)(=O)C)CO N-[2-[[4-bromo-2-(hydroxymethyl)-2,3-dihydro-1H-inden-5-yl]oxy]ethyl]methanesulfonamide